ClC1=CC=C(C=C1)C=1N=C(C(=NC1)C#N)C=1C=NN(C1)C 5-(4-chlorophenyl)-3-(1-methyl-1H-pyrazol-4-yl)pyrazine-2-nitrile